C(C(C)C)(=O)NC=1NC(C=2N=CN([C@H]3C[C@H](O)[C@@H](COC(C4=CC=C(C=C4)OC)(C4=CC=C(C=C4)OC)C4=CC=CC=C4)O3)C2N1)=O N2-isobutyryl-5'-O-(4,4'-dimethoxytrityl)-deoxyguanosine